CC(=O)OC(C[C@H]1CC[C@@H]2[C@@]1(CC[C@H]3[C@H]2CCC4[C@@]3(CCCC4)C)C)OC(=O)C pregnanediol diacetate